CC12[C@@H]3C2CC([C@@]1(C)CC\C=C(/CO)\C)C3 (±)-(2Z)-5-[(1S,3R,4R)-2,3-dimethyltricyclo[2.2.1.0~2,6~]hept-3-yl]-2-methyl-2-penten-1-ol